ClC1=C(C=2N=C(N=C(C2C=N1)N1CC2CCC(C1)N2C(=O)OC(C)(C)C)OCC2(CC2)C(OS(=O)(=O)O)C)F tert-Butyl 3-[7-chloro-8-fluoro-2-[[1-(methylsulfoxymethyl)cyclopropyl]methoxy]pyrido[4,3-d]pyrimidine-4-yl]-3,8-diazabicyclo[3.2.1]octane-8-carboxylate